N-(1-(4-bromo-2-(1-ethyl-3-methyl-1H-pyrazol-5-yl)thiazol-5-yl)ethyl)-2-methylpropane-2-sulfinamide BrC=1N=C(SC1C(C)NS(=O)C(C)(C)C)C1=CC(=NN1CC)C